(19R)-22-amino-16-fluoro-10,19-dimethyl-20-oxa-9-thia-5,6,11,23-tetraazapentacyclo[19.3.1.02,6.08,12.013,18]pentacosa-1(24),2,4,8(12),10,13,15,17,21(25),22-decaene-3-carbonitrile NC=1C=2O[C@@H](C3=CC(=CC=C3C=3N=C(SC3CN3N=CC(=C3C(=CN1)C2)C#N)C)F)C